(2-(Benzyloxy)-4-(difluoromethyl)-6-hydroxyphenyl)(5-(pyridin-4-yloxy)isoindolin-2-yl)methanone C(C1=CC=CC=C1)OC1=C(C(=CC(=C1)C(F)F)O)C(=O)N1CC2=CC=C(C=C2C1)OC1=CC=NC=C1